Cl.FC(OC1=CC=C(C=N1)C(=N)N)(F)F 6-(trifluoromethoxy)pyridine-3-carboxamidine hydrochloride